(R)-3-chlorophenyl-glycine hydrochloride Cl.ClC=1C=C(C=CC1)NCC(=O)O